OC=1C=C(C2=CC=CC=C2C1)C1C(CC=2C(=NC(=NC2C1)OC[C@H]1N(CCC1)C)N1[C@H](CN(CC1)C(=O)OC(C)(C)C)C)C tert-butyl (3S)-4-[7-(3-hydroxy-1-naphthyl)-6-methyl-2-[[(2S)-1-methylpyrrolidin-2-yl]methoxy]-5,6,7,8-tetrahydroquinazolin-4-yl]-3-methyl-piperazine-1-carboxylate